OC(CN(CCNC(CCCCCCC\C=C/CCCCCCCC)=O)CCO)CO N-[2-[(2,3-dihydroxypropyl)(2-hydroxyethyl)amino]-ethyl]oleamide